C(N)(=O)C=1N(N=C2C1N=CC=C2C2CCN(CC2)C(=O)OC(C)(C)C)C2=CC=C(C=C2)OC2=CC(=CC=C2)F tert-butyl 4-{3-carbamoyl-2-[4-(3-fluorophenoxy)phenyl]-2H-pyrazolo[4,3-b]pyridin-7-yl}piperidine-1-carboxylate